(2S,4S)-N-((4-carbamimidoylthiophen-2-yl)methyl)-1-((4-phenoxybenzoyl)glycyl)-4-(trifluoromethyl)pyrrolidine-2-carboxamide hydrochloride Cl.C(N)(=N)C=1C=C(SC1)CNC(=O)[C@H]1N(C[C@H](C1)C(F)(F)F)C(CNC(C1=CC=C(C=C1)OC1=CC=CC=C1)=O)=O